FC=1C(=C(C=O)C=C(C1)F)C 3,5-DIFLUORO-2-METHYLBENZALDEHYDE